S-(difluoromethyl-d)3,5-di-tert-butylbenzothioate FC(S=C(C1=CC(=CC(=C1)C(C)(C)C)C(C)(C)C)[O-])([2H])F